1,6-bis(1-methyl-phenyl)-phenol CC1(CC=CC=C1)C1(CC=CC=C1C1(CC=CC=C1)C)O